NCCCC(=O)O γ-Aminobutyric acid